OC=1C=C(C=CC1O)C=1N=C(SC1)C1=CC=C(C=C1)NC(C(C)C1=CC=C(C=C1)CC(C)C)=O 4-(4-(3,4-dihydroxyphenyl)thiazol-2-yl)-2-(4-isobutylphenyl)-N-phenylpropionamide